1-phenyl-1H-1,2,4-triazole-3-carboxylic acid C1(=CC=CC=C1)N1N=C(N=C1)C(=O)O